C(CCCCCCCCCC)N(C(=O)N)CCCCCCCCCCCC N-undecyl-N-dodecylurea